NC1=NC(=CC(=N1)C=1C=C(C#N)C=CC1)C=1N=NN(C1)CC1=CC=NC=C1 m-(2-amino-6-{1-[(4-pyridyl)methyl]-1H-1,2,3-triazol-4-yl}-4-pyrimidinyl)benzonitrile